6-(4-chloro-3-fluorophenyl)-2-(3-fluorophenyl)-3-oxo-2,3,4,5-tetrahydropyridazine-4-carboxylic acid methyl ester COC(=O)C1C(N(N=C(C1)C1=CC(=C(C=C1)Cl)F)C1=CC(=CC=C1)F)=O